1,2-bis(trivinylsilyl)ethane C(=C)[Si](CC[Si](C=C)(C=C)C=C)(C=C)C=C